FC1=C2C(NN=C(C2=C(C=C1)F)C1=CC2=C(NC(=N2)NC(OCCF)=O)C=C1)=O 2-Fluoroethyl (5-(5,8-difluoro-4-oxo-3,4-dihydrophthalazin-1-yl)-1H-benzimidazol-2-yl)carbamate